COCCCC=C1C2C3CCCC3C(C1)C2 Octahydro-5-(4-methoxybutyliden)-4,7-methano-1H-inden